methyl 7-(difluoro(naphthalen-1-yl)methyl)-5-oxo-8-(3-(trifluoromethyl)phenyl)-2,3-dihydro-5H-thiazolo[3,2-a]pyridine-3-carboxylate FC(C=1C(=C2N(C(C1)=O)C(CS2)C(=O)OC)C2=CC(=CC=C2)C(F)(F)F)(C2=CC=CC1=CC=CC=C21)F